4-((2S,5R)-5-ethyl-2-methyl-4-((S)-2-methyl-1-(4-(trifluoromethoxy)phenyl)propyl)piperazin-1-yl)-2-methyl-1-(((S)-tetrahydrofuran-2-yl)methyl)-1H-[1,2,4]triazolo[3,4-b]purine C(C)[C@H]1N(C[C@@H](N(C1)C=1C=2N=C(N(C2N2C(N1)=NN=C2)C[C@H]2OCCC2)C)C)[C@@H](C(C)C)C2=CC=C(C=C2)OC(F)(F)F